6-((1-methyl-1H-pyrazol-4-yl)sulfonyl)phthalazin-1(2H)-one CN1N=CC(=C1)S(=O)(=O)C=1C=C2C=NNC(C2=CC1)=O